3',4',5'-trifluoro-4-aminobiphenyl FC=1C=C(C=C(C1F)F)C1=CC=C(C=C1)N